3-(4-((4-(4-(trifluoromethyl)phenyl)piperidin-1-yl)sulfonyl)phenyl)oxetan-3-ol FC(C1=CC=C(C=C1)C1CCN(CC1)S(=O)(=O)C1=CC=C(C=C1)C1(COC1)O)(F)F